FC1=C(C(=CC(=C1)C=1SC=C(C1)C1=CC=CC=C1)O)N1CC(NS1(=O)=O)=O 5-[2-fluoro-6-hydroxy-4-(4-phenyl-2-thienyl)phenyl]-1,1-dioxo-1,2,5-thiadiazolidin-3-one